4-(((8-(prop-2-yn-1-ylamino)-5,6,7,8-tetrahydronaphthalen-2-yl)oxy)methyl)benzonitrile C(C#C)NC1CCCC=2C=CC(=CC12)OCC1=CC=C(C#N)C=C1